C(C)(C)(C)OC(=O)N[C@H](CCCCN)C(=O)O N-(tert-butoxycarbonyl)-D-lysine